tert-butyl 6-bromo-2-oxo-3-phenylindoline-1-carboxylate BrC1=CC=C2C(C(N(C2=C1)C(=O)OC(C)(C)C)=O)C1=CC=CC=C1